N12C3=C(C(CC1)C2)C=CC=C3 azabenzonorbornene